[Ag].[Bi].[In].[Sn] tin-indium-bismuth-silver